1,1-dichloroformaldoxime ClC(=NO)Cl